Ethyl (3'R,4'S,5'R)-6''-chloro-4'-(3-chloro-2-fluorophenyl)-3,3-bis(fluoromethyl)-2''-oxo-1'',2''-dihydrodispiro[cyclobutane-1,2'-pyrrolidine-3',3''-indole]-5'-carboxylate ClC1=CC=C2[C@@]3(C(NC2=C1)=O)C1(N[C@H]([C@@H]3C3=C(C(=CC=C3)Cl)F)C(=O)OCC)CC(C1)(CF)CF